N-(3,4-Diformylphenyl-ethyl)-4-((2,5-dioxo-2,5-dihydro-1H-pyrrol-1-yl)methyl)cyclohexane-1-carboxamide C(=O)C=1C=C(C=CC1C=O)CCNC(=O)C1CCC(CC1)CN1C(C=CC1=O)=O